3-(5-(((1-(4-((3S,4R)-7-hydroxy-3-phenylchroman-4-yl)phenyl)piperidin-4-yl)(methyl)amino)methyl)-1-oxoisoindolin-2-yl)piperidine-2,6-dione OC1=CC=C2[C@H]([C@H](COC2=C1)C1=CC=CC=C1)C1=CC=C(C=C1)N1CCC(CC1)N(C)CC=1C=C2CN(C(C2=CC1)=O)C1C(NC(CC1)=O)=O